bis(1-oxyl-2,2,6,6-tetramethylpiperidine-4-yl)succinate ON1C(CC(CC1(C)C)OC(CCC(=O)OC1CC(N(C(C1)(C)C)O)(C)C)=O)(C)C